5-chloro-2-hydroxybenzoyl Chloride ClC=1C=CC(=C(C(=O)Cl)C1)O